N-[[1,1'-biphenyl]-4-yl]-9,9-dimethyl-N-[4-(9-phenyl-9H-carbazol-3-yl)phenyl]-9H-fluoren-2-amine C1(=CC=C(C=C1)N(C1=CC=2C(C3=CC=CC=C3C2C=C1)(C)C)C1=CC=C(C=C1)C=1C=CC=2N(C3=CC=CC=C3C2C1)C1=CC=CC=C1)C1=CC=CC=C1